2-(4-Fluorophenyl)-11-(3-phenylpropyl)-11H-imidazo[1',2':1,2]pyrido[3,4-b]indole FC1=CC=C(C=C1)C=1N=C2N(C=CC3=C2N(C2=CC=CC=C32)CCCC3=CC=CC=C3)C1